[I-].C(CCCCC)[NH3+] hexylammonium iodide salt